ClC=1C=C(C=C(C1)C(=O)N1CCS(CC1)(=O)=O)N1C=CC=2C1=NC=C(C2)C(=O)N2CCC(CC2)(F)F (1-(3-chloro-5-(1,1-dioxothiomorpholine-4-carbonyl)phenyl)-1H-pyrrolo[2,3-b]pyridin-5-yl)(4,4-difluoropiperidin-1-yl)methanone